NC1(COC(OC1)(C)C)CCC1=CC=C(C=C1)CCCCCCCC 5-amino-5-[2-(4-n-octylphenyl)ethyl]-2,2-dimethyl-1,3-dioxane